C(C)(C)(C)PC12CC3CC(CC(C1)C3)C2 tertiary butyl-adamantyl-phosphine